7-(4-(tert-butyl)naphthalen-2-yl)-2-(4-(3,3,3-trifluoro-2,2-dimethylpropyl)phenyl)thieno[2,3-c]pyridine C(C)(C)(C)C1=CC(=CC2=CC=CC=C12)C=1N=CC=C2C1SC(=C2)C2=CC=C(C=C2)CC(C(F)(F)F)(C)C